(3-amino-4-hydroxy-phenyl) acetate C(C)(=O)OC1=CC(=C(C=C1)O)N